6-chloro-7-methoxy-8-(1-methyl-1H-pyrazol-5-yl)-2-phenyl-4H-chromen-4-one ClC=1C=C2C(C=C(OC2=C(C1OC)C1=CC=NN1C)C1=CC=CC=C1)=O